NC(CC(=O)O)C1=CC(=CC=C1)OC(F)(F)F 3-amino-3-[3-(trifluoromethoxy)phenyl]propionic acid